C(C=C)N1N(C2=NC(=CC=C2C1=O)NC1=NC=C(C(=C1)N[C@H](CO)C1=CC=CC=C1)C1=NC(=NO1)C(C)(C)O)C(C)C (S)-2-allyl-6-((4-((2-hydroxy-1-phenylethyl)amino)-5-(3-(2-hydroxypropan-2-yl)-1,2,4-oxadiazol-5-yl)pyridin-2-yl)amino)-1-isopropyl-1,2-dihydro-3H-pyrazolo[3,4-b]pyridin-3-one